4-(4-(((1R,3S)-3-aminocyclobutyl)amino)-6-methylquinazolin-2-yl)-1-(cyclopropylimino)-2,3,4,5-tetrahydro-benzo[f][1,4]thiazepine NC1CC(C1)NC1=NC(=NC2=CC=C(C=C12)C)N1CCS(C2=C(C1)C=CC=C2)=NC2CC2